C(C)N(S(=O)(=O)NC=1C(=C(C(=O)C2=CN(C3=NC=C(C=C32)C3=CC(=C(C=C3)N3CCN(CC3)C(=O)OC(C)(C)C)C(F)(F)F)C(C3=CC=CC=C3)(C3=CC=CC=C3)C3=CC=CC=C3)C(=CC1)F)F)C tert-butyl 4-[4-[3-[3-[[ethyl(methyl) sulfamoyl] amino]-2,6-difluoro-benzoyl]-1-trityl-pyrrolo[2,3-b]pyridin-5-yl]-2-(trifluoromethyl)phenyl]piperazine-1-carboxylate